MonofluorocyclooctyneN FC=1C#CCCCCC1